C(#N)C=1C(=NC=CN1)N[C@H](C(=O)O)CCN(CCCCC1=NC=2NCCCC2C=C1)CCS(=O)(=O)C (S)-2-((3-cyanopyrazin-2-yl)amino)-4-((2-(methylsulfonyl)ethyl)(4-(5,6,7,8-tetrahydro-1,8-naphthyridin-2-yl)butyl)amino)butanoic acid